CC1=CC=C(C=C1)CNC(CC)=O N-[(4-methylphenyl)methyl]propionamide